C(=CC)OCC ethyl 1-propenyl ether